2-bromo-N-(2-bromopyridin-4-yl)pyridine-4-carboxamide tert-butyl-2-(5-benzylthiazol-2-yl)thiomorpholine-4-carboxylate C(C)(C)(C)OC(=O)N1CC(SCC1)C=1SC(=CN1)CC1=CC=CC=C1.BrC1=NC=CC(=C1)C(=O)NC1=CC(=NC=C1)Br